ONC1(C(=NNC1=O)C1=CC=C(C=C1)S(=O)(=O)NC)C 4-[4-(hydroxyamino)-4-methyl-5-oxo-4,5-dihydro-1H-pyrazol-3-yl]-N-methylbenzene-1-sulfonamide